F[C@@H]1C2CC[C@@H](C[C@@H]1N(C1=CN=C(N=N1)C=1C=C3C=NN(C(C3=CC1O)=O)C)C)N2 6-(6-{[(2r,3s,5s)-2-fluoro-8-azabicyclo[3.2.1]oct-3-yl](methyl)amino}-1,2,4-triazin-3-yl)-7-hydroxy-2-methyl-1,2-dihydro-phthalazin-1-one